1-(4-(((6-(3-(5-(((1-Acetylpiperidin-4-yl)amino)methyl)-3'-chloro-6-methoxy-[2,4'-bipyridin]-2'-yl)-2-chlorophenyl)-2-methoxypyridin-3-yl)methyl)amino)piperidin-1-yl)ethan-1-one C(C)(=O)N1CCC(CC1)NCC=1C=CC(=NC1OC)C1=C(C(=NC=C1)C=1C(=C(C=CC1)C1=CC=C(C(=N1)OC)CNC1CCN(CC1)C(C)=O)Cl)Cl